2,6-bis(2-pyridylphenyl)phenol N1=C(C=CC=C1)C1=C(C=CC=C1)C1=C(C(=CC=C1)C1=C(C=CC=C1)C1=NC=CC=C1)O